CC1(CNC2=C(NC1=O)N=CC(=C2)/C=C/C(=O)OC(C)(C)C)C tert-Butyl (E)-3-(3,3-dimethyl-4-oxo-2,3,4,5-tetrahydro-1H-pyrido[2,3-b][1,4]diazepin-8-yl)acrylate